C(#N)C1=C(C=C(C=C1C1CC1)C1CC1)N1CCN(CC1)C(=O)OC(C)(C)C tert-Butyl 4-(2-cyano-3,5-dicyclopropylphenyl)piperazine-1-carboxylate